C1(CC1)C(C(C)(C)O)N1CC2=CC=CC(=C2C1=O)NC(C1=C(C(=NC=C1)OC)OC)=O N-(2-(1-cyclopropyl-2-hydroxy-2-methylpropyl)-3-oxoisoindolin-4-yl)-2,3-dimethoxyisonicotinamide